2-Amino-4-(butylamino)-6-(4-(pyrrolidin-1-ylmethyl)phenethyl)pyridin NC1=NC(=CC(=C1)NCCCC)CCC1=CC=C(C=C1)CN1CCCC1